1-(2-chlorophenoxy)propan-2-ol ClC1=C(OCC(C)O)C=CC=C1